tert-butyl ((3R,4S)-3-hydroxy-1-(5-(trifluoromethyl)pyrimidin-2-yl)piperidin-4-yl)carbamate O[C@@H]1CN(CC[C@@H]1NC(OC(C)(C)C)=O)C1=NC=C(C=N1)C(F)(F)F